4-(2-methyl-3-(3-(4-methylpiperazin-1-yl)propanamido)phenyl)-2-(1-(methylsulfonyl)-1,2,3,6-tetrahydropyridin-4-yl)-1H-indole-7-carboxamide CC1=C(C=CC=C1NC(CCN1CCN(CC1)C)=O)C1=C2C=C(NC2=C(C=C1)C(=O)N)C=1CCN(CC1)S(=O)(=O)C